C(#N)CC1(CN(C1)C)N1N=CC(=C1)OC=1C=CC(=C(C1)C1=NN(C=C1NC(=O)C=1C=NN2C1N=CC=C2)C)OC(F)F N-[3-[5-[1-[3-(cyanomethyl)-1-methyl-azetidin-3-yl]pyrazol-4-yl]oxy-2-(difluoromethoxy)phenyl]-1-methyl-pyrazol-4-yl]pyrazolo[1,5-a]pyrimidine-3-carboxamide